N1=CC(=CC=C1)N1N=CC(=C1C(F)(F)F)C(=O)O 1-(pyridin-3-yl)-5-(trifluoromethyl)-1H-pyrazole-4-carboxylic acid